C1=C(C=CC2=CC=CC=C12)NC(=O)C1=CC2=CC=CC=C2C(C1)=O N-(naphthalene-2-yl)-4-oxo-3,4-dihydronaphthalene-2-carboxamide